2-(1,3-thiazol-2-yl)ethyl-phosphonic acid S1C(=NC=C1)CCP(O)(O)=O